lithium ammonium tripentanolate C(CCCC)[O-].C(CCCC)[O-].C(CCCC)[O-].[NH4+].[Li+]